3-Methylsulfanyl-propionic acid [(2R)-3-(1-ethyl-8-oxo-spiro[6,7-dihydro-4H-pyrazolo[3,4-c]azepin-5,4'-tetrahydropyran]-3-yl)-2-methyl-propyl] ester C(C)N1N=C(C2=C1C(NCC1(CCOCC1)C2)=O)C[C@H](COC(CCSC)=O)C